4-((4-((4-(2-(2,6-dioxopiperidin-3-yl)-1,3-dioxoisoindolin-5-yl)piperazin-1-yl)methyl)piperidin-1-yl)methyl)-N-(4-methyl-3-((4-(pyridin-3-yl)pyrimidin-2-yl)amino)phenyl)benzamide O=C1NC(CCC1N1C(C2=CC=C(C=C2C1=O)N1CCN(CC1)CC1CCN(CC1)CC1=CC=C(C(=O)NC2=CC(=C(C=C2)C)NC2=NC=CC(=N2)C=2C=NC=CC2)C=C1)=O)=O